2',5'-bis-O-(tert-butyldimethylsilyl)-3'-deoxyadenosine [Si](C)(C)(C(C)(C)C)O[C@H]1[C@@H](O[C@@H](C1)CO[Si](C)(C)C(C)(C)C)N1C=NC=2C(N)=NC=NC12